FC=1C=C(C=C(C1)F)[C@@H]1CCC=2N1C(C1(N2)CCN(CC1)C1=CC=NC=2N1N=CC2F)=O (S)-5'-(3,5-difluorophenyl)-1-(3-fluoropyrazolo[1,5-a]pyrimidin-7-yl)-6',7'-dihydro-3'H,5'H-spiro[piperidine-4,2'-pyrrolo[1,2-a]imidazol]-3'-one